N[C@@H](C)C(=O)O |r| Racemic-Alanine